9-([1,1'-biphenyl]-3-yl)-anthracene C1(=CC(=CC=C1)C=1C2=CC=CC=C2C=C2C=CC=CC12)C1=CC=CC=C1